1-(4-{2-[1-(2-Ethoxy-ethyl)-1H-pyrazol-4-ylamino]-thiazol-4-yl}-phenyl)-pyrrolidin-2-one C(C)OCCN1N=CC(=C1)NC=1SC=C(N1)C1=CC=C(C=C1)N1C(CCC1)=O